(3-(2-amino-[1,2,4]triazolo[1,5-a]pyridin-7-yl)-2,6-difluorophenoxy)-3,3-difluoro-2-(3-fluorophenyl)pentan-2-ol NC1=NN2C(C=C(C=C2)C=2C(=C(OCC(C(CC)(F)F)(O)C3=CC(=CC=C3)F)C(=CC2)F)F)=N1